2-cyclohexyl-2-(3-chloro-3-isopentyl-6-methylheptyl)-1,3-dimethoxypropane C1(CCCCC1)C(COC)(COC)CCC(CCC(C)C)(CCC(C)C)Cl